CC1=C(N=CC(=N1)C1=CNC2=C(C=CC=C12)C#N)OCC(C)(OC1OCCCC1)C 3-[6-methyl-5-[2-methyl-2-(oxan-2-yloxy)propoxy]pyrazin-2-yl]-1H-indole-7-carbonitrile